2-(4-tert-Butoxyphenyl)-7-azaindole C(C)(C)(C)OC1=CC=C(C=C1)C=1NC2=NC=CC=C2C1